C[SiH]1O[Si](O[Si](O[Si](O1)(C=C)C=C)(C=C)C)(C)C tetramethyl-trivinyl-cyclotetrasiloxane